N-[6-Methyl-5-(4-pyridin-3-yl-pyrimidin-2-ylamino)-pyridin-3-yl]-4-piperidin-3-yl-benzamide CC1=C(C=C(C=N1)NC(C1=CC=C(C=C1)C1CNCCC1)=O)NC1=NC=CC(=N1)C=1C=NC=CC1